C(C1=CC=CC=C1)(C1=CC=CC=C1)N1CC(N(C(C1)C)C(=O)C=1C=C2CN(C(C2=CC1F)=O)C1C(NC(CC1)=O)=O)C 3-(5-(4-benzhydryl-2,6-dimethylpiperazine-1-carbonyl)-6-fluoro-1-oxoisoindolin-2-yl)piperidine-2,6-dione